(S)-2-amino-N,4,4-trimethyl-N-(methylsulfonyl)pentanamide hydrochloride Cl.N[C@H](C(=O)N(S(=O)(=O)C)C)CC(C)(C)C